BrC=1C(=NC=CC1)C(C)=O 1-(3-bromopyridin-2-yl)ethanone